3-(4-(aminomethyl)-2,6-dichlorophenyl)piperidine-2,6-dione hydrochloride Cl.NCC1=CC(=C(C(=C1)Cl)C1C(NC(CC1)=O)=O)Cl